CN1C=NC=2C=NCCC21 1-methyl-6,7-dihydro-1H-imidazo[4,5-c]Pyridine